NC1CCN(CC1)C(=O)[C@@H]1C[C@@H](CN1)SC1=C(N2C([C@@H]([C@H]2[C@H]1C)[C@@H](C)NC(C(F)F)=O)=O)C(=O)O (4R,5S,6R)-3-((3S,5S)-5-(4-Aminopiperidine-1-carbonyl)pyrrolidin-3-ylthio)-6-((R)-1-(2,2-difluoroacetamido)ethyl)-4-methyl-7-oxo-1-azabicyclo[3.2.0]hept-2-ene-2-carboxylic acid